[6-[3-(oxetan-3-yl)-1H-1,2,4-triazol-5-yl]-2-azaspiro[3.3]heptan-2-yl]-[6-[[4-(trifluoromethyl)pyrazol-1-yl]methyl]-2-azaspiro[3.3]heptan-2-yl]methanone O1CC(C1)C1=NNC(=N1)C1CC2(CN(C2)C(=O)N2CC3(C2)CC(C3)CN3N=CC(=C3)C(F)(F)F)C1